NC1=NC=CC2=C1C(=CN2C)C2=CC=C(C=C2)N=S2(CCCCC2)=O 4-amino-1-methyl-3-(4-((1-oxotetrahydro-2H-1λ6-thiopyran-1-ylidene)amino)phenyl)-1H-pyrrolo[3,2-c]pyridine